C(C)(=O)C1=NC=CC(C1OC1OCCCC1)=O 2-acetyl-3-tetrahydropyran-oxypyridine-4-one